C(C)C=1C(NC2=CC(=CC=C2C1)CN1CCNCC1)=O 3-ethyl-7-(piperazin-1-ylmethyl)quinolin-2(1H)-one